FC(C1CC=C(CC1)C1=NC2=CC=CC=C2C=C1C(=O)O)(F)F (4-(trifluoromethyl)cyclohex-1-en-1-yl)quinoline-3-carboxylic acid